acryloxyicosyldiiodomethylsilane C(C=C)(=O)OCCCCCCCCCCCCCCCCCCCC[SiH2]C(I)I